morpholine propanesulphonate C(CC)S(=O)(=O)O.N1CCOCC1